CC1(CC1)C(C)=O 1-(1-methylcyclopropyl)ethan-1-one